5-cyclopropyl-3-(2,6-dichlorophenyl)-1,2-oxazole-4-carboxylic acid (1S,4S,5R)-2-azabicyclo[2.2.1]Heptan-5-yl ester [C@@H]12NC[C@@H]([C@@H](C1)OC(=O)C=1C(=NOC1C1CC1)C1=C(C=CC=C1Cl)Cl)C2